2,3,4,6-tetra-O-benzoyl-galactopyranosyl trichloroacetimidate ClC(C(OC1[C@H](OC(C2=CC=CC=C2)=O)[C@@H](OC(C2=CC=CC=C2)=O)[C@@H](OC(C2=CC=CC=C2)=O)[C@H](O1)COC(C1=CC=CC=C1)=O)=N)(Cl)Cl